NC1=NC=CC=C1C1=NC=2C(=NC(=CC2)C2=CC=CC=C2)N1C1=C(C=C(C=C1)NC(=O)C1CCC(CC1)C(=O)OC)F methyl 4-((4-(2-(2-aminopyridin-3-yl)-5-phenyl-3H-imidazo[4,5-b]pyridin-3-yl)-3-fluorophenyl)carbamoyl)cyclohexane-1-carboxylate